N-(1-amino-3-hydroxy-2-methyl-1-oxopropan-2-yl)-2-methyl-5-phenethylbenzofuran-3-carboxamide NC(C(CO)(C)NC(=O)C1=C(OC2=C1C=C(C=C2)CCC2=CC=CC=C2)C)=O